S1C2=C(C(=C1)CNC(=O)C1CN(CCC1)C=1C=3C(N=CN1)=NN(C3)C3=CC=C(C=C3)C(F)(F)F)C=CC=C2 N-(benzo[b]thiophen-3-ylmethyl)-1-(2-(4-(trifluoromethyl)phenyl)-2H-pyrazolo[3,4-d]pyrimidin-4-yl)piperidine-3-carboxamide